BrC1=CC=C(C=C1)C=1N=NC(=CC1)CN1CC(C1)OC 3-(4-bromophenyl)-6-[(3-methoxyazetidin-1-yl)methyl]pyridazine